trans-[3-(6-chloropyrazolo[3,4-d]pyrimidin-1-yl)cyclobutyl]methanol ClC1=NC=C2C(=N1)N(N=C2)[C@@H]2C[C@H](C2)CO